7-((4,6-Difluoro-1H-indol-5-yl)oxy)-3,4-dihydroisoquinolin-1(2H)-one FC1=C2C=CNC2=CC(=C1OC1=CC=C2CCNC(C2=C1)=O)F